tert-butyl 2-{5-[(4-bromo-1,5-dimethylpyrazol-3-yl)oxy]-2-fluorophenyl}-2-oxoacetate BrC=1C(=NN(C1C)C)OC=1C=CC(=C(C1)C(C(=O)OC(C)(C)C)=O)F